methyl 2-(3-((tert-butoxycarbonyl)(methyl)amino)pyrrolidin-1-yl)-3-oxopentanoate C(C)(C)(C)OC(=O)N(C1CN(CC1)C(C(=O)OC)C(CC)=O)C